CC1(C(N2C(C=3C=CC=CC13)=NC1=C2C=CC=C1)=O)C[Si](CCC)(CCC)CCC 5-methyl-5-((tripropylsilyl)methyl)benzo[4,5]imidazo[2,1-a]isoquinolin-6(5H)-one